1-hydroxy-cyclohexyl-phenylketone Dimethyl-((2-isopropyl-2H-1,2,3-triazol-4-yl)sulfonyl)carbonimidodithioate CS(C(=NS(=O)(=O)C1=NN(N=C1)C(C)C)S)C.OC1(CCCCC1)C1=C(C=CC=C1)C(=O)C1=C(C=CC=C1)C1(CCCCC1)O